azodicarbonic acid amide N(=NNC(O)=O)NC(O)=O